6,7-dichloro-1H-indole-2-carboxylic acid ClC1=CC=C2C=C(NC2=C1Cl)C(=O)O